C(C)O[C@@H]([C@@]1(CN(CC1)C(C)(C)C=1C=CC(=NC1)C)CCC=1SC(=CC1)F)C1=CC=NC=C1 |o1:3,4| 5-(2-((S or R)-3-((R or S)-ethoxy(pyridin-4-yl)methyl)-3-(2-(5-fluorothiophen-2-yl)ethyl)pyrrolidin-1-yl)propan-2-yl)-2-methylpyridine